2-(bromomethyl)-3-fluoro-5-cyclopropylpyridine BrCC1=NC=C(C=C1F)C1CC1